COC1=CC=C(C=C1)N(C=1C=C2C(C3=C(SC(=C3)C3=CC=C(C=4C3=NSN4)C4=CC=C(O4)C=O)C2=CC1)(C1=CC=C(C=C1)CCCCCC)C1=CC=C(C=C1)CCCCCC)C1=CC=C(C=C1)OC 5-(7-(6-(bis(4-methoxyphenyl)amino)-4,4-bis(4-hexylphenyl)-4H-indeno[1,2-b]thiophen-2-yl)benzo[c][1,2,5]thiadiazol-4-yl)furan-2-carbaldehyde